C(CN(C(C(=O)O)C)CC(=O)O)(=O)O 2-methylglycine-N,N-diacetic acid